di-tertiary amylperoxide C(C)(C)(CC)OOC(C)(C)CC